N-(4-aminobenzyl)-4-(1,4'-bipiperidin-1'-ylmethyl)aniline NC1=CC=C(CNC2=CC=C(C=C2)CN2CCC(CC2)N2CCCCC2)C=C1